COC1=CC=C(C=N1)[C@@H](C)NC(C1=CC(=CC(=C1)OC1CCOCC1)C=1SC(=CN1)C)=O N-[(1R)-1-(6-Methoxypyridin-3-yl)ethyl]-3-(5-methyl-1,3-thiazol-2-yl)-5-(tetrahydro-2H-pyran-4-yloxy)benzamide